1-(4-chlorobenzyl)-3-quinolin-3-ylurea ClC1=CC=C(CNC(=O)NC=2C=NC3=CC=CC=C3C2)C=C1